C1CC=CCC1 cyclohexane-3-en